2-(hydroxyimino)propiophenone ON=C(C(=O)C1=CC=CC=C1)C